5-bromo-1-methyl-3-((6-nitro-1H-indol-3-yl)methyl)-1H-indole BrC=1C=C2C(=CN(C2=CC1)C)CC1=CNC2=CC(=CC=C12)[N+](=O)[O-]